CN(CCCC(=O)SC(CCC(=O)OC(COC(CCCCCCCC)=O)COC(CCCCCCCC)=O)CCC(=O)OC(COC(CCCCCCCC)=O)COC(CCCCCCCC)=O)C bis(1,3-bis(Nonanoyloxy)propan-2-yl) 4-((4-(dimethylamino)butanoyl)thio)heptanedioate